4,4-bis(5-fluoro-1H-indol-3-yl)butyramide FC=1C=C2C(=CNC2=CC1)C(CCC(=O)N)C1=CNC2=CC=C(C=C12)F